C1(CC1)C=1C(=CC(=C(C(=O)NS(=O)(=O)C)C1)F)COCC1CC2(C1)CCN(CC2)CC2=CC(=C(C=C2)Cl)Cl 5-cyclopropyl-4-(((7-(3,4-dichlorobenzyl)-7-azaspiro[3.5]non-2-yl)methoxy)methyl)-2-fluoro-N-(methylsulfonyl)benzamide